ClC1=CN=C(S1)NC(C(CCC)C=1C=NC(=CC1)C=1C=NN(C1)C)=O 2-[6-(1-Methyl-1H-pyrazol-4-yl)-pyridin-3-yl]-pentanoic acid (5-chloro-thiazol-2-yl)-amide